NC[C@@]1(OC2=C(C1)C(=C(C=C2)Cl)C2=C(C(=O)NC1CC1)C=CC(=C2F)OC)C2=CC=CC=C2 2-((2s,4s)-2-(aminomethyl)-5-chloro-2-phenyl-2,3-dihydrobenzofuran-4-yl)-N-cyclopropyl-3-fluoro-4-methoxybenzamide